thioboric acid B(S)(O)O